C(C=CC)O[C@H]1C[C@H](CC1)NC(OC(C)(C)C)=O tert-butyl {(1S,3R)-3-[(but-2-en-1-yl)oxy]cyclopentyl}carbamate